O1C=NC=C1C[C@@H](C(N[C@@H](CCCC1=CC=CC=C1)B1O[C@@]2([C@H](O1)C[C@H]1C([C@@H]2C1)(C)C)C)=O)C=1C(=NC=CN1)C(=O)N ((R)-3-(oxazol-5-yl)-1-oxo-1-(((R)-4-phenyl-1-((3aS,4S,6S,7aR)-3a,5,5-trimethylhexahydro-4,6-methanobenzo[d][1,3,2]dioxaborol-2-yl)butyl)amino)propan-2-yl)pyrazine-2-carboxamide